C(C)(C)S(=O)(=O)C1=C(C=CC=C1)C1(NC(=NC=C1C(F)(F)F)N)N 4-(2-(isopropylsulfonyl)phenyl)-5-(trifluoromethyl)pyrimidine-2,4-diamine